5-((2-(3-(t-butyl)phenyl)pyridin-4-yl)methylene)thiazolidine-2,4-dione C(C)(C)(C)C=1C=C(C=CC1)C1=NC=CC(=C1)C=C1C(NC(S1)=O)=O